ClC=1C(NC2=CC(=CC=C2C1)CO)=O 3-chloro-7-(hydroxymethyl)-1,2-dihydroquinolin-2-one